N-ethyl-2,6-dihydroxy-5'-methyl-4-pentyl-1',2',3',4'-tetrahydro-[1,1'-biphenyl]-3-carboxamide C(C)NC(=O)C=1C(=C(C(=CC1CCCCC)O)C1CCCC(=C1)C)O